ClC1=C(C(=CC=C1Cl)C(F)(F)F)B(O)O 2,3-DICHLORO-6-(TRIFLUOROMETHYL)PHENYLBORONIC ACID